N-(hydroxypropyl)aniline titanium diethylphosphinate salt C(C)P([O-])(=O)CC.[Ti+4].OCCCNC1=CC=CC=C1.C(C)P([O-])(=O)CC.C(C)P([O-])(=O)CC.C(C)P([O-])(=O)CC